(2-methylindol-3-yl)methanone CC=1NC2=CC=CC=C2C1C=O